(S)-2-(1-(3-(2-bromophenyl)thioureido)-2-phenylethyl)-5-(1H-indol-3-yl)-oxazole-4-carboxylic acid BrC1=C(C=CC=C1)NC(N[C@@H](CC1=CC=CC=C1)C=1OC(=C(N1)C(=O)O)C1=CNC2=CC=CC=C12)=S